2-(6-((5-bromo-1H-benzo[d]imidazol-1-yl)methyl)pyridin-3-yl)-5-(difluoromethyl)-1,3,4-oxadiazole BrC1=CC2=C(N(C=N2)CC2=CC=C(C=N2)C=2OC(=NN2)C(F)F)C=C1